(R)-5-ethyl-8,8-dimethyl-5-phenyl-5,8,9,10-tetrahydrobenzo[b][1,8]naphthyridin-6(7H)-one C(C)[C@@]1(C2=C(NC=3N=CC=CC13)CC(CC2=O)(C)C)C2=CC=CC=C2